N-[5-[5-(2,2-Difluorocyclopropyl)-4H-1,2,4-triazol-3-yl]-4-fluoro-2-methylphenyl]-6-methoxypyrazolo[1,5-a]pyridine-3-carboxamide FC1(C(C1)C=1NC(=NN1)C=1C(=CC(=C(C1)NC(=O)C=1C=NN2C1C=CC(=C2)OC)C)F)F